[N+](=O)([O-])C=1C(=C2C(=NC1)N(C=C2)S(=O)(=O)C2=CC=CC=C2)N[C@@H]2CN(CC21CC1)CCCC#N (S)-4-(7-((5-nitro-1-(benzenesulfonyl)-1H-pyrrolo[2,3-b]pyridin-4-yl)amino)-5-Azaspiro[2.4]hept-5-yl)butyronitrile